C(C)(C)(C)OC(=O)N1CC(CC1)(O)C1=C(C2=C(N=CN=C2Cl)N1C)C1=CC=C(C=C1)OC1=NC(=CC=C1)C 3-(4-chloro-7-methyl-5-{4-[(6-methylpyridin-2-yl)oxy]phenyl}-7H-pyrrolo[2,3-d]pyrimidin-6-yl)-3-hydroxypyrrolidine-1-carboxylic acid tert-butyl ester